N1=CC=C2N1C=C(C=C2)C=2N=CN(C2)CCCN2CCOCC2 4-(3-(4-(pyrazolo[1,5-a]pyridin-6-yl)-1H-imidazol-1-yl)propyl)morpholine